3-((3-(5-(pyrimidin-4-yl)-4H-1,2,4-triazol-3-yl)oxetan-3-yl)amino)benzoic acid N1=CN=C(C=C1)C=1NC(=NN1)C1(COC1)NC=1C=C(C(=O)O)C=CC1